C[C@H]([C@H]1CC[C@@H]2[C@@]1(CC[C@H]3[C@H]2CCC4=CC(=O)CC[C@]34C)C)OCC(=O)O The molecule is a steroid acid comprising (20R)-20-hydroxypregn-4-en-3-one having a carboxymethyl group attached to the 20-hydroxy function. It is a 3-oxo-Delta(4) steroid, a steroid acid and a monocarboxylic acid.